C(=O)C(C(=O)OC)C=O METHYL DIFORMYLACETATE